N-(1-(2-((tert-butyldimethylsilyl)oxy)ethyl)-3-((tetrahydro-2H-pyran-4-yl)oxy)-1H-pyrazol-4-yl)carboxamide [Si](C)(C)(C(C)(C)C)OCCN1N=C(C(=C1)NC=O)OC1CCOCC1